spiro[4-azaspiro[2.5]octane-5,1'-cyclopropane]-7-ol C12(CC1)NC1(CC1)CC(C2)O